OC=1C=CC=C2CCCNC12 8-hydroxy-1,2,3,4-tetrahydroquinoline